C(C)(C)(C)C1=CC=C(C=C1)N(C(=O)[C@@H]1N(CCC1)C#N)C(C(=O)NCC(C)(C)OC)C=1C=NC=CC1 (2R)-N-(4-(tert-butyl)phenyl)-1-cyano-N-(2-((2-methoxy-2-methylpropyl)amino)-2-oxo-1-(pyridin-3-yl)ethyl)pyrrolidine-2-carboxamide